[O-2].[Ti+2] Titanium(II) oxide